pivaloyl-D-phenylalanyl-glycyl-L-phenylalanine methyl ester COC([C@@H](NC(CNC([C@H](NC(C(C)(C)C)=O)CC1=CC=CC=C1)=O)=O)CC1=CC=CC=C1)=O